2-[(9R)-9-(pyridin-2-yl)-6-oxaspiro[4.5]dec-2-en-9-yl]acetic acid N1=C(C=CC=C1)[C@@]1(CCOC2(CC=CC2)C1)CC(=O)O